C1CC12N(CCOC2)C[C@@H]2N(C[C@H](N(C2)C(=O)OC(C)(C)C)C)CC2=CC=CC=C2 tert-butyl (2R,5S)-5-((7-oxa-4-azaspiro[2.5]octan-4-yl)methyl)-4-benzyl-2-methylpiperazine-1-carboxylate